S(=O)(=O)(O)OC1=CC=CC=C1 Phenol hemisulphate